BrC1=NN2C(C=CC=C2)=N1 2-bromo-[1,2,4]triazolo[1,5-a]pyridine